ClC1=NN2C(CCCC2)=N1 2-chloro-5,6,7,8-tetrahydro-[1,2,4]triazolo[1,5-a]pyridine